3-Hydroxy-1-(4-methoxybenzyl)-4-methylpyridin-1-ium chloride [Cl-].OC=1C=[N+](C=CC1C)CC1=CC=C(C=C1)OC